4-(fluoro(phenyl)methyl)piperidine-1-carboxylate FC(C1CCN(CC1)C(=O)[O-])C1=CC=CC=C1